NC[C@@]1([C@@H]2CCN(C[C@H]12)C1=CN=C2C(=N1)NN=C2C=2C(=C1C=CN(C(C1=CC2)=O)C)Cl)C2=C(C=CC=C2)F 6-(6-((1S,6R,7R)-7-(aminomethyl)-7-(2-fluorophenyl)-3-azabicyclo[4.1.0]heptan-3-yl)-1H-pyrazolo[3,4-b]pyrazin-3-yl)-5-chloro-2-methylisoquinolin-1(2H)-one